C1(CCCCCCC1)C(C(NC1=CC=C2C(=C1)NC(C21CCOCC1)=O)=O)NC(=O)C=1C(=NOC1C)C N-{1-Cyclooctyl-2-oxo-2-[(2-oxospiro[1H-indole-3,4'-oxane]-6-yl)amino]ethyl}-3,5-dimethyl-isoxazole-4-carboxamide